3-[1-oxo-5-[7-(4-piperidyloxy)-2-azaspiro[3.5]nonan-2-yl]isoindolin-2-yl]piperidine-2,6-dione O=C1N(CC2=CC(=CC=C12)N1CC2(C1)CCC(CC2)OC2CCNCC2)C2C(NC(CC2)=O)=O